(2R,3S,4S,5R)-3-(3,4-difluoro-2-hydroxy-phenyl)-4,5-dimethyl-5-(trifluoromethyl)tetrahydrofuran-2-carboxamide FC=1C(=C(C=CC1F)[C@H]1[C@@H](O[C@]([C@H]1C)(C(F)(F)F)C)C(=O)N)O